tetramethylaziridine CC1(C(N1)(C)C)C